methyl-N-(tert-butoxycarbonyl)glycine CN(CC(=O)O)C(=O)OC(C)(C)C